1,3-di(m-methylphenyl)urea CC=1C=C(C=CC1)NC(=O)NC1=CC(=CC=C1)C